C(CCCCCCCCC)OC[C@@H](CCCCCCCCC\C=C/C\C=C/CCCCC)N(C)C (2R,12Z,15Z)-1-(decyloxy)-N,N-dimethylhenicosa-12,15-dien-2-amine